C(C)OC1=C(C=C(C=C1C)C1=CC=C2C(C(COC2=C1)(C)C)NC(O[C@@H]1CN2CCC1CC2)=O)C (S)-quinuclidin-3-yl (7-(4-ethoxy-3,5-dimethylphenyl)-3,3-dimethylchroman-4-yl)carbamate